(S)-5-methoxy-2-{[(4-methoxy-3,5-dimethyl-2-pyridinyl)-methyl]-sulfinyl}-1H-benzimidazole COC1=CC2=C(NC(=N2)[S@@](=O)CC2=NC=C(C(=C2C)OC)C)C=C1